[Cl-].[Cl-].C[Si](=[Zr+2](C1C(=CC2=C(C(=C(C=C12)C(C)(C)C)OC)C1=CC(=CC(=C1)C)C)C)C1C(=CC2=C(C=3CCCC3C(=C12)C1=CC(=CC(=C1)C)C)C1=CC(=CC(=C1)C)C)C)C dimethylsilanediyl[2-methyl-4,8-di(3,5-dimethylphenyl)-1,5,6,7-tetrahydro-s-indacen-1-yl][2-methyl-4-(3,5-dimethylphenyl)-5-methoxy-6-tert-butylinden-1-yl]zirconium dichloride